COC1=C(C=C(C=C1)C2=C(OC(=O)C=C2)C3=CC(=C(C(=C3)OC)OC)OC)O 5-(3-hydroxy-4-methoxyphenyl)-6-(3,5-trimethoxyphenyl)-2H-pyran-2-one